N[C@H](C(=O)N1[C@@H](C[C@H](C1)O)C(=O)N[C@@H](C(C)(C)O)C1=CC=C(C=C1)C#C)C(C)(C)C (2S,4R)-1-[(2S)-2-amino-3,3-dimethyl-butanoyl]-N-[(1R)-1-(4-ethynylphenyl)-2-hydroxy-2-methyl-propyl]-4-hydroxy-pyrrolidine-2-carboxamide